4-(2-(5-methyl-2-phenyl-oxazol-4-yl)ethoxy-1,1-d2)benzo[b]thiophene-7-carbaldehyde CC1=C(N=C(O1)C1=CC=CC=C1)CC(OC1=CC=C(C=2SC=CC21)C=O)([2H])[2H]